Tert-butyl-((2-(hydrazinomethyl) pyridin-4-yl) methyl) carbamate C(N)(OC(C1=CC(=NC=C1)CNN)C(C)(C)C)=O